ClC1=NC(=NC(=N1)C=1C=C(C=CC1)C1=CC=CC=C1)C=1C=C(C=CC1)C1=CC=CC=C1 2-Chloro-4,6-di(biphenyl-3-yl)-1,3,5-triazine